ClC1=C(COC=2C=C3C(CC(C3=CC2)=O)C)C(=CC=C1)Cl 5-((2,6-dichlorobenzyl)oxy)-3-methyl-2,3-dihydro-1H-inden-1-one